CC1=NN(C=C1NC1=NC=C(C(=C1)NCCCN1CCOCCC1=O)C(F)(F)F)CC1(CC1)C#N 1-((3-methyl-4-((4-((3-(5-oxo-1,4-oxazepan-4-yl)propyl)amino)-5-(trifluoromethyl)pyridin-2-yl)amino)-1H-pyrazol-1-yl)methyl)cyclopropane-1-carbonitrile